C(C)(C)(C)C(C(=O)O)O.OCC(=O)OC(C)(C)C tert-butyl hydroxyacetate (tert-butyl glycolate)